(R*)-N5-((3-(((5,6,7,8-tetrahydroimidazo[1,2-a]pyridin-7-yl)oxy)methyl)bicyclo[1.1.1]pentan-1-yl)methyl)isoquinoline-1,5-diamine N=1C=CN2C1C[C@@H](CC2)OCC21CC(C2)(C1)CNC=1C=2C=CN=C(C2C=CC1)N |o1:6|